C(C)OCCNC(C)(C)C 2-ethoxyt-butylaminoethane